BrC(C)C1=CC(C(=C(N1CC)C1=CC(=C(C=C1)Cl)Cl)C(=O)OCC)=O ethyl 6-(1-bromoethyl)-2-(3,4-dichlorophenyl)-1-ethyl-4-oxo-pyridine-3-carboxylate